[NH4+].C(CCCCCCCCC)OP([O-])([O-])=O.[NH4+] phosphoric acid decyl ester ammonium salt